6-[4-ethylsulfonyl-2-(trifluoromethyl)piperazin-1-yl]-4-(1H-pyrrolo[2,3-b]pyridin-4-yl)-1H-pyridin-2-one C(C)S(=O)(=O)N1CC(N(CC1)C1=CC(=CC(N1)=O)C1=C2C(=NC=C1)NC=C2)C(F)(F)F